3-n-butyl-3-hydroxy-1(3H)-isobenzofuranone C(CCC)C1(OC(C2=CC=CC=C12)=O)O